2-amino-3-(benzothien-3-yl)propionic acid NC(C(=O)O)CC1=CSC2=C1C=CC=C2